rac-(3aR,5R,7S,7aR)-1,3,3,5,7-pentamethyl-5-(5-methylthiophen-2-yl)octahydrobenzo[c]isoxazole CN1OC([C@H]2[C@H]1[C@H](C[C@](C2)(C=2SC(=CC2)C)C)C)(C)C |r|